2-bromo-N-(2-methylbenzyl)acetamide CC1=CC=CC=C1CNC(=O)CBr